3-(4-((7-(3-hydroxy-3-methylazetidin-1-yl)heptyl)thio)-1-oxoisoindolin-2-yl)piperidine-2,6-dione OC1(CN(C1)CCCCCCCSC1=C2CN(C(C2=CC=C1)=O)C1C(NC(CC1)=O)=O)C